N-(2-(4,4-difluoropiperidin-1-yl)-6-methylpyridin-4-yl)-4-(ethylsulfanyl)-2-methyl-6-(6-azaspiro[2.5]oct-6-yl)benzamide FC1(CCN(CC1)C1=NC(=CC(=C1)NC(C1=C(C=C(C=C1N1CCC2(CC2)CC1)SCC)C)=O)C)F